2-(6'-Chlorospiro[cyclopropane-1,3'-pyrrolo[3,2-c]pyridin]-1'(2'h)-yl)thiazole ClC1=CC2=C(C=N1)C1(CN2C=2SC=CN2)CC1